ClC1=CC(=CC(=N1)NC(N(C1CC2(CN(C2)C(=O)C2=C3N(N=C2)C=CN3C)C1)C)=O)C(F)(F)F 3-(6-chloro-4-(trifluoromethyl)pyridin-2-yl)-1-methyl-1-(2-(1-methyl-1H-imidazo[1,2-b]pyrazole-7-carbonyl)-2-azaspiro[3.3]heptan-6-yl)urea